C[C@@H]1N[C@@H](C[C@@]2(OCC(C3=C2SC(=C3)C(F)(F)F)=O)C1)C=1N=NN(C1)C (2S,4S,6S)-2-methyl-6-(1-methyl-1H-1,2,3-triazol-4-yl)-2'-(trifluoromethyl)spiro[piperidine-4,7'-thieno[2,3-c]pyran]-4'(5'H)-one